trans-2-bromo-N-(4-((5-fluoro-4-(3-(2-oxo-1,3-oxazinan-3-yl)phenyl)pyrimidin-2-yl)amino)cyclohexyl)acetamide BrCC(=O)N[C@@H]1CC[C@H](CC1)NC1=NC=C(C(=N1)C1=CC(=CC=C1)N1C(OCCC1)=O)F